(E)-1,3-thiazol-2-ylamine S1C(=NC=C1)N